5beta-cholestanone C[C@H](CCCC(C)C)[C@H]1CC[C@@H]2[C@@]1(CC[C@H]3[C@H]2CC[C@H]4[C@@]3(CCC(=O)C4)C)C